CC1CN2C(O1)=C(C=N2)S(=O)(N)=NC(NC2=C1CCC1=CC=1CCC21)=O 2-methyl-N'-(tricyclo[6.2.0.03,6]deca-1,3(6),7-trien-2-ylcarbamoyl)-2,3-dihydropyrazolo[5,1-b]oxazole-7-sulfonimidamide